COC(=O)C1CN(CC1)CC1=CC=C(C=C1)C1=CN=C([Se]1)C1=CC(=C(C=C1)OC(C)C)Cl 1-(4-(2-(3-chloro-4-isopropoxyphenyl)-1,3-selenazol-5-yl)benzyl)pyrrolidine-3-carboxylic acid methyl ester